[Br-].C(C(=C)C)(=O)NCC[N+](C)(C)C [2-(methacryloylamino)ethyl]trimethylammonium bromide